C(C)N(CCN(C(OCCC)=O)C(=O)C1=C(NC(=C1)C=C1C(NC2=CC=C(C=C12)F)=O)C)CC propyl 2-(diethylamino)ethyl(5-((5-fluoro-2-oxoindolin-3-ylidene)methyl)-2-methyl-1H-pyrrole-3-carbonyl)carbamate